{5-bromo-2-[diethyl-(oxo)-λ5-phosphanyl]phenyl}(methyl)amine BrC=1C=CC(=C(C1)NC)P(=O)(CC)CC